C(C)(=O)C1=CC=C(C=C1)C(C)=O p-diacetylbenzene